5-(1H-pyrazol-4-yl)-2-(6-((2,2,6,6-tetramethylpiperidin-4-ylidene)methyl)pyridazin-3-yl)phenol N1N=CC(=C1)C=1C=CC(=C(C1)O)C=1N=NC(=CC1)C=C1CC(NC(C1)(C)C)(C)C